C(C)(C)OC(=O)N(NC(=O)OC(C)C)CCC1=CC=CC=C1 (1-phenethyl)hydrazine-1,2-dicarboxylic acid diisopropyl ester